3-(4-(2-decyltetradecyl)-1-piperazinyl)-1,2-propanediol C(CCCCCCCCC)C(CN1CCN(CC1)CC(CO)O)CCCCCCCCCCCC